C(C1=CC=CC=C1)C=1N(C=2C(=C3CC[C@@H](N(C3=CC2)C(=O)OC)C)N1)[C@@H]1C[C@@H](CCC1)C(=O)O (1R,3S)-3-[(7S)-2-benzyl-6-(methoxycarbonyl)-7-methyl-3H,6H,7H,8H,9H-imidazo[4,5-f]quinolin-3-yl]cyclohexane-1-carboxylic acid